2-chloro-6-(2,4-dichlorophenyl)-N-(4-nitrophenylethyl)quinolin-4-amine ClC1=NC2=CC=C(C=C2C(=C1)NCCC1=CC=C(C=C1)[N+](=O)[O-])C1=C(C=C(C=C1)Cl)Cl